2,4-dimethyl-3-hexene CC(C)C=C(CC)C